C(C)OC(=O)C1C(=CCCC1(C)C)CC ethyl-2-ethyl-6,6-dimethyl-2-cyclohexencarboxylate